bis-(p-carboxyphenylamino)phenyl-phosphine oxide C(=O)(O)C1=CC=C(C=C1)NP(C1=CC=CC=C1)(NC1=CC=C(C=C1)C(=O)O)=O